N[C@H]1CS(C2=C(N(C1=O)CC1=CC(=C(C=C1)Cl)F)C=C(C(=C2)F)C=2OC(=NN2)C(C)(C)C)(=O)=O (3R)-3-amino-7-(5-tert-butyl-1,3,4-oxadiazol-2-yl)-5-[(4-chloro-3-fluoro-phenyl)methyl]-8-fluoro-1,1-dioxo-2,3-dihydro-1λ6,5-benzothiazepin-4-one